COC1=CC(=C(C2=C1C(\C(\O2)=C/C2=CC=CC1=CC=CC=C21)=O)C2CCN(CC2)C)OC (E)-4,6-dimethoxy-7-(1-methylpiperidin-4-yl)-2-(naphthalen-1-ylmethylene)benzofuran-3(2H)-one